FC(C=1C(=NC=CN1)O)(F)F 3-(trifluoromethyl)pyrazin-2-ol